ClC1=CC=2CN(CN3C2C(=C1C(=O)N[C@H](C(=O)O)CC1=CC(=CC=C1)S(=O)(=O)C)C=C3)C(=O)C3=CC=C1C=CNC1=C3 (S)-2-(8-chloro-2-(1H-indole-6-carbonyl)-2,3-dihydro-1H-pyrrolo[3,2,1-ij]quinazolin-7-carboxamido)-3-(3-(methylsulfonyl)phenyl)propionic acid